C(=CC=C)C1=C2C(CC2)=CC=C1 4-butadienylbenzocyclobutene